OC1=C(C(=O)NCCN2C(=NCC2)C2=C(C=CC=C2)O)C=CC=C1 2-hydroxy-N-(2-(2-(2-hydroxyphenyl)-4,5-dihydroimidazol-1-yl)ethyl)benzamide